N1(C=NC=C1)CCONC(=O)[C@H]1N2C(N([C@H](CC1)C2)OS(=O)(=O)O)=O.[Na] sodium (2S,5R)-N-[2-(1H-imidazol-1-yl)ethoxy]-7-oxo-6-(sulfooxy)-1,6-diazabicyclo-[3.2.1]octane-2-carboxamide